C1(CC1)C=1C=C2C(=C(C(=NC2=C(C1C=1C2=CN(N=C2C=C(C1C)F)C(C1=CC=CC=C1)(C1=CC=CC=C1)C1=CC=CC=C1)C(C)(C)C)SCC)O[C@@H](C)C1=CC=CC=C1)OC1CN(C1)C(=O)[O-] 3-({6-cyclopropyl-2-(ethylsulfanyl)-7-[6-fluoro-5-methyl-2-(triphenylmethyl)-2H-indazol-4-yl]-8-Tert-butyl [(1S)-1-phenylethoxy]quinolin-4-yl}oxy)azetidine-1-carboxylate